NC1=C(C=C(C=N1)C=1C=NN(C1)C1CCN(CC1)CCCC(=O)O)O[C@H](C)C1=C(C(=CC=C1Cl)F)Cl (R)-4-(4-(4-(6-amino-5-(1-(2,6-dichloro-3-fluorophenyl)ethoxy)pyridin-3-yl)-1H-pyrazol-1-yl)piperidin-1-yl)butanoic acid